((((1r,4r)-4-hydroxy-4-methylcyclohexyl) methyl) amino)-3-nitrobenzoate OC1(CCC(CC1)CNC1=C(C(=O)[O-])C=CC=C1[N+](=O)[O-])C